C[C@@H]1O[C@@H](CN(C1)C1=CC=CC=2N(C=NC21)C(=O)NCCCC2=CC=CC=C2)C 4-((2S,6R)-2,6-Dimethylmorpholino)-N-(3-phenylpropyl)-1H-benzo[d]imidazole-1-carboxamide